FC(C=1C=C(C=CC1N1N=CC=C1)NC(=O)C=1C=NN(C1C1CC1)C1=CC=CN2C1=NC=CC2=O)F N-(3-difluoromethyl-4-(1H-pyrazol-1-yl)phenyl)-1-(4-oxo-4H-pyrido[1,2-a]pyrimidin-9-yl)-5-cyclopropyl-1H-pyrazole-4-carboxamide